4-[3-{4-[(3,5-difluorobenzyl)oxy]-3-methoxybenzyl}-7-fluoro-6-[2-fluoro-1-(fluoromethyl)ethoxy]-2,4-dioxo-3,4-dihydroquinazolin-1(2H)-yl]piperidine-1-carbaldehyde FC=1C=C(COC2=C(C=C(CN3C(N(C4=CC(=C(C=C4C3=O)OC(CF)CF)F)C3CCN(CC3)C=O)=O)C=C2)OC)C=C(C1)F